N-[3-Fluoro-4-[(7-methoxy-1,5-naphthyridin-4-yl)oxy]phenyl]-5-(5-fluoropyridin-2-yl)-4-hydroxy-2,6-dimethylpyridine-3-carboxamide FC=1C=C(C=CC1OC1=CC=NC2=CC(=CN=C12)OC)NC(=O)C=1C(=NC(=C(C1O)C1=NC=C(C=C1)F)C)C